5-(tert-butyl)-1,3,4-oxadiazole-2-carboxamide C(C)(C)(C)C1=NN=C(O1)C(=O)N